1-(9Z-nonadecenoyl)-2-(9Z-heptadecenoyl)-glycero-3-phospho-(1'-sn-glycerol) CCCCCCCCC/C=C\CCCCCCCC(=O)OC[C@H](COP(=O)(O)OC[C@H](CO)O)OC(=O)CCCCCCC/C=C\CCCCCCC